4-AMINO-2-CHLORONICOTINALDEHYDE NC1=CC=NC(=C1C=O)Cl